IC1=NNC=C1 3-iodo-1H-pyrazole